methyl (2E)-2-(dimethylaminomethylene)-5,5,5-trifluoro-3-oxo-pentanoate CN(C)\C=C(\C(=O)OC)/C(CC(F)(F)F)=O